N1(CCC1)C=1C=CC(=NC1)NC(=O)C=1N=C(OC1)C1=C(N=CN1C1CC(C1)(F)F)C1=CC=C(C=C1)F N-(5-(azetidin-1-yl)pyridin-2-yl)-2-(1-(3,3-difluorocyclobutyl)-4-(4-fluorophenyl)-1H-imidazol-5-yl)oxazole-4-carboxamide